1-methyl-4-[4-methyl-4-(5-methyl-1,3-benzooxazol-2-yl)piperidin-1-yl]-8-(oxetan-3-yl)-2-oxo-1,2-dihydroquinoline-3-carbonitrile CN1C(C(=C(C2=CC=CC(=C12)C1COC1)N1CCC(CC1)(C=1OC2=C(N1)C=C(C=C2)C)C)C#N)=O